N-((S)-1-phenylethyl)acrylamide C1(=CC=CC=C1)[C@H](C)NC(C=C)=O